S1N=CC=C1C#N isothiazole-5-carbonitrile